FC(C=1C=C(COC=2C=C3CCC(C3=CC2)N2CCC(CC2)C(=O)OC)C=CC1)(F)F methyl 1-(5-((3-(trifluoromethyl)benzyl)oxy)-2,3-dihydro-1H-inden-1-yl)piperidine-4-carboxylate